3-amino-N-[(2S)-6-[(3S,4S)-3-amino-4-methoxypyrrolidin-1-yl]-1,2,3,4-tetrahydronaphthalen-2-yl]-5-fluoro-6-methoxythieno[2,3-b]pyridine-2-carboxamide NC1=C(SC2=NC(=C(C=C21)F)OC)C(=O)N[C@@H]2CC1=CC=C(C=C1CC2)N2C[C@@H]([C@H](C2)OC)N